4-((2-((tert-butyldimethylsilyl)oxy)ethyl)thio)aniline [Si](C)(C)(C(C)(C)C)OCCSC1=CC=C(N)C=C1